(2R,3R,4R,5S,6R)-5-acetamido-2-(acetoxymethyl)-6-propyltetrahydro-2H-pyran-3,4-diyl diacetate C(C)(=O)O[C@H]1[C@H](O[C@@H]([C@@H]([C@H]1OC(C)=O)NC(C)=O)CCC)COC(C)=O